1-(2-(benzylamino)-2-oxoethyl)-1-(2-((2-(dimethylcarbamoyl)-4-methylthiophen-3-yl)amino)-2-oxoethyl)piperidin-1-ium C(C1=CC=CC=C1)NC(C[N+]1(CCCCC1)CC(=O)NC1=C(SC=C1C)C(N(C)C)=O)=O